17-octadecynoic acid-azide C(CCCCCCCCCCCCCCCC#C)(=O)N=[N+]=[N-]